1-isopropylsulfonyl-4,5-dimethylpyrrole-3-carboxylic acid C(C)(C)S(=O)(=O)N1C=C(C(=C1C)C)C(=O)O